2-(acryloyloxymethyl)-2-ethylpropane-1,3-diyl diacrylate C(C=C)(=O)OCC(COC(C=C)=O)(CC)COC(C=C)=O